3-(6-Ethoxy-2-Fluoro-3-pyridyl)-4-[4-[(3S)-1-(3-fluoropropyl)pyrrolidin-3-yl]oxyphenyl]-2H-thiochromen-7-ol C(C)OC1=CC=C(C(=N1)F)C=1CSC2=CC(=CC=C2C1C1=CC=C(C=C1)O[C@@H]1CN(CC1)CCCF)O